(2r,4s)-1-acetyl-4-((3-(cyclopropylmethoxy)-4-(difluoromethoxy)phenyl)amino)pyrrolidine-2-carboxylic acid C(C)(=O)N1[C@H](C[C@@H](C1)NC1=CC(=C(C=C1)OC(F)F)OCC1CC1)C(=O)O